4'-(Tert-butyl)-[1,1'-biphenyl]-4-sulfonyl azide C(C)(C)(C)C1=CC=C(C=C1)C1=CC=C(C=C1)S(=O)(=O)N=[N+]=[N-]